2-(2'-fluoro[1,1'-biphenyl]-4-yl)-N-(4-hydroxyphenyl)isonicotinamide FC1=C(C=CC=C1)C1=CC=C(C=C1)C=1C=C(C(=O)NC2=CC=C(C=C2)O)C=CN1